(S)-3-((3-fluorobenzyl)oxy)-8,9,9a,10-tetrahydropyrimido[6',1':2,3]imidazo[1,5-c][1,3]oxazin-1(6H)-one FC=1C=C(COC2=NC(N3C(N4COCC[C@H]4C3)=C2)=O)C=CC1